BrC1=CC=CC2=C1CCCCN2C2=NC(=NC1=CC=CC(=C21)F)Cl 6-bromo-1-(2-chloro-5-fluoro-quinazolin-4-yl)-2,3,4,5-tetrahydro-1-benzazepine